Dioleyl-N,N-DimethylGlycine C(CCCCCCC\C=C/CCCCCCCC)C(N(C)C)(C(=O)O)CCCCCCCC\C=C/CCCCCCCC